OC1=C(C(=O)O)C=C(C=C1)[N+](=O)[O-] 2-hydroxy-5-nitrobenzoic acid